C(#N)N=S(=O)(NC(NC1=C2CCCC2=CC=2CCCC12)=O)\C=C\C=1SC=CC1 (E)-N'-cyano-N-((1,2,3,5,6,7-hexahydro-s-indacen-4-yl)carbamoyl)-2-(thiophen-2-yl)ethene-1-sulfonimidamide